2-methyl-N1-(2-(pyridin-4-yl)-1,7-naphthyridin-4-yl)-propane-1,3-diamine CC(CNC1=CC(=NC2=CN=CC=C12)C1=CC=NC=C1)CN